C(C)C=1C=CC(=C(C1)S(=O)(=O)NC1=NOC2=C1C(=CC(=C2)CN2N=CC(=C2)CNC(OC(C)(C)C)=O)OC)OCC2=CC=C(C=C2)F tert-Butyl ((1-((3-((5-ethyl-2-((4-fluorobenzyl)oxy)phenyl)sulfonamido)-4-methoxybenzo[d]isoxazol-6-yl)methyl)-1H-pyrazol-4-yl)methyl)carbamate